ClC1=C(C=CC=C1)C=1N(C2=NC(=NC(=C2N1)C=1C=NC(=CC1)C(F)(F)F)SC)C1=CC=C(C=C1)Cl 8-(2-chlorophenyl)-9-(4-chlorophenyl)-2-methylsulfanyl-6-[6-(trifluoromethyl)-3-pyridinyl]purine